C(C)(C)(C)OC(=O)N1CCN(CC1)C(=O)N1CCC(CC1)CC(=O)O 2-(1-(4-(tert-Butoxycarbonyl)piperazine-1-carbonyl)piperidin-4-yl)acetic acid